CO[Si](C1CC2CCC1C2)(OC)OC 6-trimethoxysilylnorbornane